6-Amino-3-((1R,3S,4R)-4'-chloro-3-hydroxy-4-(1H-1,2,3-triazol-1-yl)-1',2'-dihydrospiro[cyclopentane-1,3'-pyrrolo[2,3-b]pyridin]-5'-yl)-2-fluoro-N,N-dimethylbenzamide NC1=CC=C(C(=C1C(=O)N(C)C)F)C=1C(=C2C(=NC1)NC[C@]21C[C@@H]([C@@H](C1)N1N=NC=C1)O)Cl